tert-butyl 7-(5-((tert-butyldiphenylsilyl) oxy)-4-(((tert-butyldiphenylsilyl) oxy) methyl) pentyl)-3,4-dihydro-1,8-naphthyridine-1(2H)-carboxylate [Si](C1=CC=CC=C1)(C1=CC=CC=C1)(C(C)(C)C)OCC(CCCC1=CC=C2CCCN(C2=N1)C(=O)OC(C)(C)C)CO[Si](C1=CC=CC=C1)(C1=CC=CC=C1)C(C)(C)C